ClC=1C(=C(C#N)C=C(C1)N1C=CC2=CC(=CC=C12)CCI)OCCCl 3-chloro-2-(2-chloroethoxy)-5-(5-(2-iodoethyl)-1H-indol-1-yl)benzonitrile